B(OCCC#N)([O-])[O-] (2-Cyanoethyl) borate